C1(CCCC1)CC(=O)NCC1=CC=C(C=C1)NC(=O)NCC1=CC=C(C=C1)F 2-cyclopentyl-N-{[4-({[(4-fluorophenyl)methyl]amino}carbonylamino)phenyl]methyl}acetamide